FC(C=1C=C(C=C(C1)F)C=1CCCC2=C(C1C1=CC=C(C=C1)CC1CN(C1)CCCF)C=CC(=C2)C(=O)[O-])F.[Na+] sodium 8-(3-(difluoromethyl)-5-fluorophenyl)-9-(4-((1-(3-fluoropropyl)azetidin-3-yl)methyl)phenyl)-6,7-dihydro-5H-benzo[7]annulene-3-carboxylate